4-(4-amino-phenoxy)-N-methylpyridine NC1=CC=C(OC2=CCN(C=C2)C)C=C1